1-chloro-3-iodobenzene-2,4,5,6-d4 ClC1=C(C(=C(C(=C1[2H])[2H])[2H])I)[2H]